ethyl α-cyano-3,5-dimethoxy-4-hydroxycinnamate C(#N)C(C(=O)OCC)=CC1=CC(=C(C(=C1)OC)O)OC